4,5,6,7-tetrahydropyrazolo[1,5-a]pyrazine trifluoroacetate FC(C(=O)O)(F)F.N1=CC=C2N1CCNC2